4-methoxy-5-(quinoxalin-6-yl)-N-(1,4-dioxaspiro[4.5]decan-8-yl)-7H-pyrrolo[2,3-d]pyrimidin-2-amine COC=1C2=C(N=C(N1)NC1CCC3(OCCO3)CC1)NC=C2C=2C=C1N=CC=NC1=CC2